N-(5-nitropyridin-2-yl)-3-(trifluoromethyl)benzamide [N+](=O)([O-])C=1C=CC(=NC1)NC(C1=CC(=CC=C1)C(F)(F)F)=O